C(CCCCCCC)(=O)O.C(C)N(CC)CCCNC(OCCN(CCCCCCCC(=O)OC(CCCCCCCC)CCCCCCCC)CCCCCCCC\C=C/C\C=C/CCCCC)=O heptadecan-9-yl 3-ethyl-12-((9Z,12Z)-octadeca-9,12-dien-1-yl)-8-oxo-9-oxa-3,7,12-triazaicosan-20-oate octanoate